N-(2-azidoethyl)-3,4,5-tri(hexadecyloxy)benzamide N(=[N+]=[N-])CCNC(C1=CC(=C(C(=C1)OCCCCCCCCCCCCCCCC)OCCCCCCCCCCCCCCCC)OCCCCCCCCCCCCCCCC)=O